ClC1=C(C=CC=C1C1=NC=CC(=C1Cl)C1=NC(=C(C=C1)CNC[C@@H]1NC(CC1)=O)OC)NC(C1=NC=C(C=C1)CNCCCF)=O (R)-N-(2-chloro-3-(3'-chloro-6-methoxy-5-((((5-oxopyrrolidin-2-yl)methyl)amino)methyl)-[2,4'-bipyridin]-2'-yl)phenyl)-5-(((3-fluoropropyl)amino)methyl)picolinamide